2-amino-N-((1R,3S)-3-hydroxycyclohexyl)-3-methyl-N-((5-(trifluoromethyl)-2-pyridinyl)methyl)-6-quinolinecarboxamide NC1=NC2=CC=C(C=C2C=C1C)C(=O)N(CC1=NC=C(C=C1)C(F)(F)F)[C@H]1C[C@H](CCC1)O